4-(3-aminophenyl)-2-cyclopropyl-7-(dimethylamino)-[1,3]thiazolo[4,5-d]pyrimidin-5-one NC=1C=C(C=CC1)N1C(N=C(C2=C1N=C(S2)C2CC2)N(C)C)=O